[In].[Zn].[Al] aluminum-zinc-indium